4-(2-Amino-2-methylpropanoyl)-N-(1-(4-(((3-aminobicyclo[1.1.1]pentan-1-yl)(ethyl)amino)methyl)phenyl)-2-oxo-1,2-dihydropyrimidin-4-yl)piperazine-1-carboxamide Hydrochloride Salt Cl.NC(C(=O)N1CCN(CC1)C(=O)NC1=NC(N(C=C1)C1=CC=C(C=C1)CN(CC)C12CC(C1)(C2)N)=O)(C)C